exo-N-[(1R)-1-cyclohexyl-2,2-difluoroethyl]-1,1a,2,7b-tetrahydrocyclopropa[c][1]benzopyran-1-carboxamide C1(CCCCC1)[C@H](C(F)F)NC(=O)C1C2COC3=C(C21)C=CC=C3